FC=1C=NN(C1)C1=CC=C(C=N1)C(C)=O (6-(4-fluoro-1H-pyrazol-1-yl)pyridin-3-yl)ethan-1-one